FC=1C=C(C=CC1)C(N1C[C@@H](N(C[C@H]1C)C1=CC(N(C=2C=CC(=NC12)C#N)C)=O)C)C1=NC=C(C=C1)OC(C)C 8-[(2s,5r)-4-[(3-fluorophenyl)[5-(prop-2-yloxy)pyridin-2-yl]methyl]-2,5-dimethylpiperazin-1-yl]-5-methyl-6-oxo-5,6-dihydro-1,5-naphthyridine-2-carbonitrile